CN1C(=CC=2C(CCCC12)=O)/C=C/C(=O)OC methyl (E)-3-(1-methyl-4-oxo-4,5,6,7-tetrahydro-1H-indol-2-yl)acrylate